5-Amino-3-(3-fluoro-4-(2-oxo-2-((5-(1,1,1-trifluoro-2-methylpropan-2-yl)-1H-pyrazol-3-yl)amino)ethyl)phenyl)-1-isopropyl-1H-pyrazole-4-carboxamide NC1=C(C(=NN1C(C)C)C1=CC(=C(C=C1)CC(NC1=NNC(=C1)C(C(F)(F)F)(C)C)=O)F)C(=O)N